1-bromo-9,10-anthracenedione BrC1=CC=CC=2C(C3=CC=CC=C3C(C12)=O)=O